C(C(=O)OC)(C(=O)OC)C(=O)OC trimethyl methanetricarboxylate